4,4'-(Pyrazine-2,5-diyl)bis[1-(p-tolyl)pyridin-1-ium] bis(tetrafluoroborate) F[B-](F)(F)F.F[B-](F)(F)F.N1=C(C=NC(=C1)C1=CC=[N+](C=C1)C1=CC=C(C=C1)C)C1=CC=[N+](C=C1)C1=CC=C(C=C1)C